C(C)(C)(C)OC(NC1(CCN(CC1)C1=NC(=C(C(=N1)N)C1=CC(=CC=C1)Cl)C(N)=O)C)=O N-[1-[4-amino-6-carbamoyl-5-(3-chlorophenyl)pyrimidin-2-yl]-4-methylpiperidin-4-yl]carbamic acid tert-butyl ester